FC1=C(C=C(C=C1)F)S(=O)(=O)NC=1SC(=CN1)F 2,5-difluoro-N-(5-fluorothiazol-2-yl)-benzenesulfonamide